methyl 5-(9-((1-(5-methoxy-2-(1-methyl-1H-pyrazol-4-yl)-4-nitrophenyl)piperidin-4-yl)methyl)-3,9-diazaspiro[5.5]undecan-3-yl)picolinate COC=1C(=CC(=C(C1)N1CCC(CC1)CN1CCC2(CCN(CC2)C=2C=CC(=NC2)C(=O)OC)CC1)C=1C=NN(C1)C)[N+](=O)[O-]